6-Isopropoxy-2-(1-methyl-2-oxabicyclo[2.1.1]hexan-4-yl)-N-(1-(1-methylcyclopropyl)-2-oxo-1,2-dihydropyridin-3-yl)-2H-pyrazolo[3,4-b]pyridine-5-carboxamide C(C)(C)OC=1C(=CC=2C(N1)=NN(C2)C21COC(C2)(C1)C)C(=O)NC=1C(N(C=CC1)C1(CC1)C)=O